ethyl (R)-2-(1-(6-(5-(hydroxymethyl)-1-methyl-1H-1,2,3-triazol-4-yl)-2-(trifluoromethyl)pyridin-3-yl)piperidin-3-yl)acetate OCC1=C(N=NN1C)C1=CC=C(C(=N1)C(F)(F)F)N1C[C@H](CCC1)CC(=O)OCC